6-(3-amino-1H-pyrazol-4-yl)-3-(6-fluoropyridin-3-yl)-2-(4-(4-methyl-4H-1,2,4-triazol-3-yl)piperidin-1-yl)benzonitrile NC1=NNC=C1C1=CC=C(C(=C1C#N)N1CCC(CC1)C1=NN=CN1C)C=1C=NC(=CC1)F